CC=1N=C(SC1C)C(C(C)C)NC(=O)C=1C(=NN(C1)C)C(F)(F)F N-(1-(4,5-dimethylthiazol-2-yl)-2-methylpropyl)-1-methyl-3-(trifluoromethyl)-1H-pyrazole-4-carboxamide